2-amino-4-methylpentan-1-ol NC(CO)CC(C)C